ClC1=NC=C(C(=N1)S(=O)(=O)C)C1CC1 2-chloro-5-cyclopropyl-4-(methylsulfonyl)pyrimidine